(12aR)-9-bromo-10-fluoro-8-[(trimethylsilyl)ethynyl]-3,4,12,12a-tetrahydro-6H-pyrazino[2,1-c][1,4]benzooxazepine-2(1H)-carboxylic acid tert-butyl ester C(C)(C)(C)OC(=O)N1C[C@@H]2COC3=C(CN2CC1)C=C(C(=C3F)Br)C#C[Si](C)(C)C